C(=O)(O)CCOC(C=C)=O acrylic acid 2-carboxyethyl ester